cyclohex-1-en C1=CCCCC1